2,2,4-trimethyl-3-hydroxyvaleric acid methoxyethyl ester COCCOC(C(C(C(C)C)O)(C)C)=O